4,4'-bis((4-anilino-6-morpholino-s-triazin-2-yl)amino)2,2'-stilbenedisulfonic acid N(C1=CC=CC=C1)C1=NC(=NC(=N1)N1CCOCC1)NC=1C=C(C(=CC1)C=CC=1C(=CC(=CC1)NC1=NC(=NC(=N1)NC1=CC=CC=C1)N1CCOCC1)S(=O)(=O)O)S(=O)(=O)O